C(C)(C)(C)N1C[C@H]([C@@H](C1)C1=CC=C(C=C1)Cl)C(=O)N1[C@@H](C[C@@H](C1)N(C(C(C)C)=O)C1CCC(CC1)C)C(=O)OC methyl (2S,4S)-1-((3S,4R)-1-(tert-butyl)-4-(4-chlorophenyl) pyrrolidine-3-carbonyl)-4-(N-((1s,4R)-4-methylcyclohexyl)isobutyramido)pyrrolidine-2-carboxylate